2-amino-5,6,7,8-tetrahydro-4H-cyclohepta[b]thiophene-3-carboxylic acid ethyl ester C(C)OC(=O)C=1C2=C(SC1N)CCCCC2